3-tert-butyl-1-[(2R)-2-methyl-3-oxo-4-{1-[6-(trifluoromethyl)pyrazin-2-yl]ethyl}-2H-1,4-benzoxazin-7-yl]urea C(C)(C)(C)NC(NC1=CC2=C(N(C([C@H](O2)C)=O)C(C)C2=NC(=CN=C2)C(F)(F)F)C=C1)=O